NC1=C(C=CC=C1)SSC1=C(C=CC=C1)N bis-(2-aminophenyl) disulfide